N[C@@H](CCCCN)C(=O)O.N[C@@H](CCCCN)C(=O)O.N[C@@H](CCCCN)C(=O)O.[Mn] manganese trislysine